2,2-bis(hydroxymethyl)-1-azabicyclo[2.2.2]octan-3-one OCC1(N2CCC(C1=O)CC2)CO